(S)-quinuclidin-3-yl (7-(3,4-dihydro-2H-benzo[b][1,4]dioxepin-7-yl)chroman-4-yl)carbamate O1C2=C(OCCC1)C=C(C=C2)C2=CC=C1C(CCOC1=C2)NC(O[C@@H]2CN1CCC2CC1)=O